CN(C)C=1SC2=C(N1)C=CC=C2 (dimethylamino)benzo[d]thiazol